C(C)(C)(C)OC(C=CC1=CC=C(C=C1)C(C1=CC=C(C=C1)OCO)=O)=O 4-[4-hydroxymethyl-oxybenzoyl]cinnamic acid tertiary butyl ester